N,N-bis(biphenyl-3-yl)amine C1(=CC(=CC=C1)NC=1C=C(C=CC1)C1=CC=CC=C1)C1=CC=CC=C1